Cl.FC1=C2C(=CNC2=CC=C1C)NC1=NC2=C(N1NC)C=CC(=C2)C(F)(F)F N2-(4-fluoro-5-methyl-1H-indol-3-yl)-N1-methyl-5-(trifluoromethyl)-1H-benzo[d]imidazole-1,2-diamine hydrochloride